C(=C)OC(C(C)C)=O isobutyryl vinyl ether